ethyl 2-((2S,3R)-3-((tert-butyldimethylsilyl)oxy)-2-(cyclopentyloxy)-3-(3,5-dimethoxy-4-methylphenyl)propyl)-6-(hydroxymethyl)benzo[d]thiazole-4-carboxylate [Si](C)(C)(C(C)(C)C)O[C@@H]([C@H](CC=1SC=2C(N1)=C(C=C(C2)CO)C(=O)OCC)OC2CCCC2)C2=CC(=C(C(=C2)OC)C)OC